FC(F)(F)C=1C(=NNC1)C=1C(=NC=CC1)C(C)(C)C1=NC=CC=C1C1=NNC=C1C(F)(F)F.[Pt+2] platinum (II) {bis[(trifluoromethylpyrazolyl)pyridinyl]propane}